7-bromo-3-(pyridin-2-ylmethyl)chroman-4-ol BrC1=CC=C2C(C(COC2=C1)CC1=NC=CC=C1)O